Cl.N[C@@H](C)C(=O)OC(C)C isopropyl L-alaninate hydrochloric acid salt